CN(/C=C/C(=O)C=1SC=CC1)C (2E)-3-(dimethylamino)-1-(2-thienyl)-2-propen-1-one